OC=1N(N=C2CCC(CC12)C1=C(C(=O)N)C=CC=C1)C1=NC=CC=C1 (3-hydroxy-2-(pyridin-2-yl)-4,5,6,7-tetrahydro-2H-indazol-5-yl)benzamide